C(C1=CC=CC=C1)C(C(=O)[O-])C(=O)[O-] benzyl-malonate